(1R,2S)-1-Hydroxy-2-[(5R)-5H-imidazo[4,3-a]isoindol-5-yl]-7-azaspiro[3.5]nonan-7-sulfonamid O[C@@H]1[C@@H](CC12CCN(CC2)S(=O)(=O)N)[C@H]2N1C(C3=CC=CC=C23)=CN=C1